(4-(8-(3-Methoxyphenethyl)-2,6-dioxo-1-(prop-2-yn-1-yl)-1,2,6,7-tetrahydro-3H-purin-3-yl)butyl)phosphonic acid COC=1C=C(CCC2=NC=3N(C(N(C(C3N2)=O)CC#C)=O)CCCCP(O)(O)=O)C=CC1